C(C)(C)N1N=CC=2C1=NC(=NC2)C(=O)OC methyl 1-isopropyl-1H-pyrazolo[3,4-d]pyrimidine-6-carboxylate